C(C)(=O)NC1=C(C=CC=C1)[Pd](=C1N(C=CN1C1=C(C=CC=C1C(C)C)C(C)C)C1=C(C=CC=C1C(C)C)C(C)C)Cl [2-(acetylamino)phenyl]{1,3-bis[2,6-di(prop-2-yl)phenyl]-1,3-dihydro-2H-imidazol-2-ylidene}palladium chloride